(R)-5-((2-aminoethyl)amino)-2-methyl-N-(1-(naphthalen-1-yl)ethyl)benzamide NCCNC=1C=CC(=C(C(=O)N[C@H](C)C2=CC=CC3=CC=CC=C23)C1)C